C(C)(C)(C)N(C(O)=O)C=1C(=NC=CC1C1=C(C=CC(=C1)F)F)C1C(CCCC1)O.C(C)(C)(C)OC(=O)NC1=CC=C(OC2=C(C=CC=C2)OC2=CC=C(C=C2)NC(=O)OC(C)(C)C)C=C1 bis[4-(t-butoxycarbonylamino)phenoxy]benzene tert-butyl-(4-(2,5-difluorophenyl)-2-(2-hydroxycyclohexyl)pyridin-3-yl)carbamate